3,4-dihydro-6-methylpyridin CC1=CCCC=N1